4-(3-amino-1H-pyrazol-5-yl)-N-(4-cyanobenzyl)benzamide NC1=NNC(=C1)C1=CC=C(C(=O)NCC2=CC=C(C=C2)C#N)C=C1